Rac-(5S)-14-(chloromethyl)-5-ethyl-5-hydroxy-7,18,20-trioxa-11,24-diazahexacyclo[11.11.0.02,11.04,9.015,23.017,21]tetracosa-1(13),2,4(9),14,16,21,23-heptaene-6,10-dione ClCC=1C=2CN3C(C=4COC([C@](C4C=C3C2N=C2C=C3OCOC3=CC12)(O)CC)=O)=O |r|